4-Bromo-N-(2-(4,4-difluoropiperidin-1-yl)-6-methylpyrimidin-4-yl)-5-methyl-2-(6-azaspiro[2.5]octan-6-yl)benzamide BrC1=CC(=C(C(=O)NC2=NC(=NC(=C2)C)N2CCC(CC2)(F)F)C=C1C)N1CCC2(CC2)CC1